FC1=CC=C(C=C1)N1N=CC2=C1C=C1CCN(CC1(C2)C(=O)C2=CN=CS2)C(=O)OCCCC butyl 1-(4-fluorophenyl)-4a-(thiazole-5-carbonyl)-4a,5,7,8-tetrahydro-1H-pyrazolo[3,4-g]isoquinoline-6(4H)-carboxylate